ClC1=C2C=C(N(C2=CC=C1Cl)C)C(=O)N[C@@]1(COCC1)C1=CC=C(C=C1)C(C(=O)O)(C)C |r| (±)-2-{4-[3-(4,5-dichloro-1-methyl-1H-indole-2-amido)oxolan-3-yl]phenyl}-2-methylpropanoic acid